FC(C)(F)C=1C(=C(C=CC1)C(C)=O)F 1-(3-(1,1-difluoroethyl)-2-fluorophenyl)ethan-1-one